CC1(OC2=C(C=C1)C=C(C=C2)NC(\C=C\C=2OC=CC2)=O)C (E)-N-(2,2-dimethyl-2H-benzopyran-6-yl)-3-(2-furyl)acrylamide